3-methyl-3H-purine-6-amine CN1C=NC(=C2N=CN=C12)N